C1(CCC2=CC=CC=C12)C(=O)OC(=O)C1CCC2=CC=CC=C12 indanoic anhydride